methyl 3-(4-((1-benzyl-3-phenyl-1H-pyrazolo[4,3-b]pyridin-6-yl)methoxy)phenyl)butanoate C(C1=CC=CC=C1)N1N=C(C2=NC=C(C=C21)COC2=CC=C(C=C2)C(CC(=O)OC)C)C2=CC=CC=C2